C1(=CC(=CC=C1)C1=C(C(=NC(=C1C#N)N(CC)CC)N)C#N)C1=CC=CC=C1 4-([1,1'-Biphenyl]-3-yl)-2-amino-6-(diethylamino)pyridine-3,5-dinitrile